C[In](N(OCC)C(C(C)(C)C)=O)C dimethyl-(N-ethoxy-2,2-dimethylpropionylamino)indium